pyrimidine-protocatechuic acid N1=C(N=CC=C1)C1=CC(=C(C=C1C(=O)O)O)O